1-(3,5-difluoro-2-methylphenyl)-3-(6-methoxy-2-methylpyridin-3-yl)-6-(trifluoromethyl)-2,3-dihydroquinazolin-4(1H)-one FC=1C(=C(C=C(C1)F)N1CN(C(C2=CC(=CC=C12)C(F)(F)F)=O)C=1C(=NC(=CC1)OC)C)C